5-[2,5-difluoro-4-(1H-pyrazol-4-yl)phenyl]pyrazin-2-yl-pyrrolidin-3-amine FC1=C(C=C(C(=C1)C=1C=NNC1)F)C=1N=CC(=NC1)N1CC(CC1)N